N-ethyl-N-(2,2,2-trifluoro-1-(4-fluorophenyl)ethyl)morpholine-4-sulfonamide C(C)N(S(=O)(=O)N1CCOCC1)C(C(F)(F)F)C1=CC=C(C=C1)F